((6-chloro-2-methyl-2H-indazol-5-yl)imino)-1,3,5-triazine-2,4-dione ClC=1C(=CC2=CN(N=C2C1)C)N=C1NC(NC(N1)=O)=O